3,8-dichloro-2,4-dimethylpyrido[3',2':4,5]Thieno[2,3-d]Pyridazine ClC1=C(C2=C(SC3=C(N=NC=C32)Cl)N=C1C)C